(S)-2-(6-(difluoromethoxy)-4-(3-methyl-1-(4-methyl-4H-1,2,4-triazol-3-yl)cyclobutyl)pyridin-2-yl)-6-((3-methylpiperidin-1-yl)methyl)-4-(trifluoromethyl)isoindol-1-one FC(OC1=CC(=CC(=N1)N1C(C2=CC(=CC(=C2C1)C(F)(F)F)CN1C[C@H](CCC1)C)=O)C1(CC(C1)C)C1=NN=CN1C)F